FC1=CC(=C(C=C1C=1CCN(CC1)CC=1C=NC=CC1)NC(=O)C1=CNC(C=C1C(F)(F)F)=O)N1C[C@H](N([C@H](C1)C)C)C |r| N-[4-fluoro-5-[1-(pyridin-3-ylmethyl)-3,6-dihydro-2H-pyridin-4-yl]-2-[rac-(3R,5S)-3,4,5-trimethylpiperazin-1-yl]phenyl]-6-oxo-4-(trifluoromethyl)-1H-pyridine-3-carboxamide